2-((3-(2-methyl-3-phenylanilino)isothiazolo[4,5-b]pyrazin-6-ylmethylene)amino)-3-hydroxybutyric acid CC1=C(NC2=NSC=3C2=NC=C(N3)C=NC(C(=O)O)C(C)O)C=CC=C1C1=CC=CC=C1